C(C)(C)(C)OC(=O)N1C(CCC1)C1(CC1)NS(=O)(=O)C1=CC=C(C=C1)OC(F)(F)F tert-butyl-2-(1-((4-(trifluoromethoxy)phenyl)sulfon amido)cyclopropyl)pyrrolidine-1-carboxylate